CN1C=NC(=C1)C1=NC=2C=C(C=CC2C2=C1N=C(N=C2)N)S(=O)(=O)C 5-(1-methyl-1H-imidazol-4-yl)-8-(methylsulfonyl)pyrimido[4,5-c]quinolin-3-amine